N1[C@H](CCC1)C=1SC=C(N1)C(=O)OCC (R)-ethyl 2-(pyrrolidin-2-yl)thiazole-4-carboxylate